(+/-)-2-methyldecanal C[C@@H](C=O)CCCCCCCC |r|